4-(4,6-dimethylbenzofuran-3-yl)piperidine-hydrochloride Cl.CC1=CC(=CC2=C1C(=CO2)C2CCNCC2)C